ClC(CC(=O)OCC)=O ethyl 3-chloro-3-oxopropanoate